3-{4-[8-amino-5-(2-aminopyridin-4-yl)-3-methylimidazo[1,5-a]pyrazin-1-yl]naphthalen-1-yl}-1-[3-(trifluoromethyl)phenyl]urea NC=1C=2N(C(=CN1)C1=CC(=NC=C1)N)C(=NC2C2=CC=C(C1=CC=CC=C21)NC(NC2=CC(=CC=C2)C(F)(F)F)=O)C